FC(C(=O)O)(F)F.C(CCCCCCCCCCCCC)NC(=O)C1N(CCNC1)C(=O)OCC1=CC=CC=C1 benzyl 2-(tetradecylcarbamoyl)piperazine-1-carboxylate trifluoroacetate